C(C)(=O)OCC=1C(C(C=CC1)O)O 3-Acetoxymethyl-3,5-cyclohexadiene-1,2-diol